C[C@H]1[C@H](NC(O1)=O)C(=O)O (4S,5S)-5-methyl-2-oxooxazolidine-4-carboxylic acid